BrCC1=CC=C(C=C1)CBr α,α'-dibromopara-xylene